3-(azetidin-3-yl)-4-methyl-4H-1,2,4-triazole N1CC(C1)C1=NN=CN1C